BrC=1C(=CC(=NC1)C(F)(F)F)/C=C/C(=O)N(C)OC (E)-3-(5-bromo-2-(trifluoromethyl)pyridin-4-yl)-N-methoxy-N-methylacrylamide